(3r,4r)-1-benzyl-4-methylpiperidin-3-amine C(C1=CC=CC=C1)N1C[C@@H]([C@@H](CC1)C)N